tris(2,4,6-trimethoxyphenyl)phosphonium phenylglyoxylate C1(=CC=CC=C1)C(C(=O)[O-])=O.COC1=C(C(=CC(=C1)OC)OC)[PH+](C1=C(C=C(C=C1OC)OC)OC)C1=C(C=C(C=C1OC)OC)OC